ClC1=NC=C(C=N1)COC1=CC2=C(OC[C@@H](C(N2C)=O)NC(=O)N2N=CC(=C2)CC2=CC(=CC=C2)F)C=C1 (S)-N-(7-((2-chloropyrimidin-5-yl)methoxy)-5-methyl-4-oxo-2,3,4,5-tetrahydrobenzo[b][1,4]oxazepin-3-yl)-4-(3-fluorobenzyl)-1H-pyrazole-1-carboxamide